2-[(2-chloro-5-pyrimidin-4-yl-phenyl)methylamino]-5-propyl-4H-[1,2,4]triazolo[1,5-a]pyrimidin-7-one ClC1=C(C=C(C=C1)C1=NC=NC=C1)CNC1=NN2C(NC(=CC2=O)CCC)=N1